The molecule is a branched octasaccharide consisting of two repeating tetrasaccharide units; part of the O-specific polysaccharide from S. enteritidis. It has a role as an epitope. C[C@@H]1[C@H](C[C@@H]([C@H](O1)O[C@H]2[C@@H]([C@H](O[C@@H]([C@H]2O[C@@H]3[C@@H]([C@H]([C@H]([C@H](O3)CO)O)O)O)O[C@H]4[C@@H](O[C@H]([C@@H]([C@@H]4O)O)O[C@H]5[C@H]([C@H](O[C@@H]([C@@H]5O)O[C@H]6[C@H]([C@@H]([C@H](O[C@@H]6O[C@H]7[C@@H](O[C@H]([C@@H]([C@@H]7O)O)O)C)CO)O)O[C@@H]8[C@H](C[C@@H]([C@H](O8)C)O)O)CO)O)C)CO)O)O)O